ethyl (1s,4s)-4-((2-amino-4-fluorophenyl)amino)cyclohexane-1-carboxylate NC1=C(C=CC(=C1)F)NC1CCC(CC1)C(=O)OCC